NC1=NC(=CC(=N1)N1CCC2(C[C@H](NC2)C(=O)OCC)CC1)O[C@@H](C(F)(F)F)C1=C(C=C(C=C1)Cl)C1=CC(=CC(=C1)C)Cl (S)-ethyl 8-(2-amino-6-((R)-1-(3',5-dichloro-5'-methyl-[1,1'-biphenyl]-2-yl)-2,2,2-trifluoroethoxy)pyrimidin-4-yl)-2,8-diazaspiro[4.5]decane-3-carboxylate